(S)-4-(cyclopropyl(4-(5,6,7,8-tetrahydro-1,8-naphthyridin-2-yl)butyl)amino)-2-((((1-methylcyclopropyl)methoxy)carbonyl)amino)butanoic acid C1(CC1)N(CC[C@@H](C(=O)O)NC(=O)OCC1(CC1)C)CCCCC1=NC=2NCCCC2C=C1